C(C(=C)C)(=O)SCCSC=1SC(=NN1)SCCCCCC 2-methacryloylthioethylthio-5-n-hexylthio-1,3,4-thiadiazole